methyl (E)-3-(4-{[(1-(5-bromo-3-cyano-4-(4-cyano-3-fluorophenyl)pyridin-2-yl)piperidin-4-yl)[(tert.-Butoxy)carbonyl]amino]methyl}phenyl)prop-2-enoate BrC=1C(=C(C(=NC1)N1CCC(CC1)N(C(=O)OC(C)(C)C)CC1=CC=C(C=C1)/C=C/C(=O)OC)C#N)C1=CC(=C(C=C1)C#N)F